CN1CCN(CC1)C1=CC(C1=O)=O 4-(4-methylpiperazin-1-yl)cyclobut-3-en-1,2-dione